C(C1=CC=CC=C1)C1(CC(=NO1)CNC(C1=CN=C(C=C1)C(F)(F)F)=O)C(=O)OC methyl 5-benzyl-3-((6-(trifluoromethyl)nicotinamido)methyl)-4,5-dihydroisoxazole-5-carboxylate